2-bromo-1-(4-(4-fluorophenyl)-3,4-dihydroquinoxalin-1(2H)-yl)propan-1-one BrC(C(=O)N1CCN(C2=CC=CC=C12)C1=CC=C(C=C1)F)C